bis(2-methoxyphenyl)amine COC1=C(C=CC=C1)NC1=C(C=CC=C1)OC